4-fluorobenzaldehyde-2-d FC=1C=C(C(C=O)=CC1)[2H]